N1C=C(C=C1)CC1C(NC(S1)=O)=O 5-((1H-pyrrol-3-yl)methyl)thiazolidine-2,4-dione